(1-methyl-2-oxo-8-(3-oxa-9-azaspiro[5.5]undecan-9-yl)-2,3,4,5-tetrahydro-1H-benzo[b]azepin-3-yl)-4-phenoxypyridine-2-carboxamide CN1C2=C(CCC(C1=O)C=1C(=NC=CC1OC1=CC=CC=C1)C(=O)N)C=CC(=C2)N2CCC1(CCOCC1)CC2